(1r,4r)-N1-(3,7-dichloro-6-(2,6-difluorophenyl)imidazo[1,2-b]pyridazin-8-yl)cyclohexane-1,4-diamine ClC1=CN=C2N1N=C(C(=C2NC2CCC(CC2)N)Cl)C2=C(C=CC=C2F)F